tert-butyl (2-((tert-butyldimethylsilyl)oxy)ethyl)(2-(2-chloro-3-fluoropyridin-4-yl)ethyl)carbamate [Si](C)(C)(C(C)(C)C)OCCN(C(OC(C)(C)C)=O)CCC1=C(C(=NC=C1)Cl)F